CC1N(CC1)C(=O)N 2-methylazetidine-1-carboxamide